BrC=1C=C(C=2NC3=CC=CC=C3C2C1)C1=CC2=C(SC3=C2C=CC=C3)C=C1 3-bromo-1-(dibenzo[b,d]thiophen-2-yl)-9H-carbazole